OC1=CC(=C(C=CC=2C=NC=C(C(=O)O)C2)C(=C1)C)C 5-(4-Hydroxy-2,6-dimethylstyryl)nicotinic acid